6-chloro-3-[hydroxy-(3-hydroxyisoxazol-5-yl)methylene]-5-(4-morpholinophenyl)indolin-2-one ClC1=C(C=C2C(C(NC2=C1)=O)=C(C1=CC(=NO1)O)O)C1=CC=C(C=C1)N1CCOCC1